r-xylene C=1(C(=CC=CC1)C)C